tert-butyl 5-[4-nitro-3-(trifluoromethyl) pyrazol-1-yl]isoindoline-2-carboxylate [N+](=O)([O-])C=1C(=NN(C1)C=1C=C2CN(CC2=CC1)C(=O)OC(C)(C)C)C(F)(F)F